7-cyano-N-(3-hydroxy-3-methylbutyl)(oxetan-3-ylamino)-5H-pyrido[3,2-b]indole-3-carboxamide C(#N)C=1C=CC=2C3=C(NC2C1)C=C(C(=N3)NC3COC3)C(=O)NCCC(C)(C)O